C1(CCCCC1)[C@H]1[C@H](C=2C=CC(=CC2CC1)O)C1=CC(=C(C(=C1)F)N1CCC(CC1)C(OC)OC)F (5S,6S)-6-cyclohexyl-5-(4-(4-(dimethoxymethyl)piperidin-1-yl)-3,5-difluorophenyl)-5,6,7,8-tetrahydronaphthalen-2-ol